C1(CC1)NC(=O)C1=CC=C(C=N1)OC1CN(C1)C(=O)OC(C)(C)C tert-butyl 3-{[6-(cyclopropylcarbamoyl)pyridin-3-yl]oxy}azetidine-1-carboxylate